N-[4-(3-cyclopropyl-1H-pyrazol-1-yl)-3-sulfamoylphenyl]-2-(2-fluorophenyl)acetamide C1(CC1)C1=NN(C=C1)C1=C(C=C(C=C1)NC(CC1=C(C=CC=C1)F)=O)S(N)(=O)=O